C(C)(C)(C)OC(=O)N(C1=CN=CC(=N1)C=1N=C(C=2N(C1C)C=CN2)N(C(OC(C)(C)C)=O)C2=CC=C(C=C2)N2CCN(CC2)C2COC2)C(=O)OC(C)(C)C tert-butyl (6-(6-(bis(tert-butoxycarbonyl)amino)pyrazin-2-yl)-5-methylimidazo[1,2-a]pyrazin-8-yl)(4-(4-(oxetan-3-yl)piperazin-1-yl)phenyl)carbamate